ClC1=CC=NC=2[C@@H](CC[C@H](C12)C)F |r| rac-(5R,8R)-4-chloro-8-fluoro-5-methyl-5,6,7,8-tetrahydroquinoline